C(C)N1C[C@@H](CC1)N1C2=C(OCC1)C=C(N=N2)C2=C(C=C(C#N)C=C2C)O 4-[8-[(3R)-1-ethylpyrrolidin-3-yl]-6,7-dihydropyridazino[4,3-b][1,4]oxazin-3-yl]-3-hydroxy-5-methyl-benzonitrile